NC1=C(C=C(C=C1C)C)S(=O)(=O)[O-].[Li+] lithium 2-amino-3,5-dimethylbenzenesulfonate